BrC1=CC=C(C=2N=CC=NC12)C=O 8-bromoquinoxaline-5-carbaldehyde